1-Boc-4-fluoropyrrole C(=O)(OC(C)(C)C)N1C=CC(=C1)F